2-FORMAMIDO-2-METHYLPROPANOIC ACID C(=O)NC(C(=O)O)(C)C